[N].[N].N1(CCCC1)C1=CC=CC=C1 Azolidinylbenzene dinitrogen